C(C(CCCCCCCCC(CC(=O)[O-])C(=O)[O-])C(=O)[O-])C(=O)[O-] 1,2,11,12-dodecanetetracarboxylate